3-(4-ethoxyphenyl)-N-(2-morpholinopyrimidin-4-yl)isoxazol-5-amine C(C)OC1=CC=C(C=C1)C1=NOC(=C1)NC1=NC(=NC=C1)N1CCOCC1